FC=1C=C(C=C(C1)F)C(C)NC=1C=C2C(=NNC2=CC1)C=CC1=CC=CC=C1 N-(1-(3,5-difluorophenyl)ethyl)-3-styryl-1H-indazol-5-amine